(3-(benzyloxy)propyl)-4-(ethoxycarbonyl)-1,2,5-oxadiazole 2-oxide C(C1=CC=CC=C1)OCCCC1=[N+](ON=C1C(=O)OCC)[O-]